C(CCCCCCCC)OCOCCCC(CC(CC(CC(CC(CC(CC(C)O)C)C)C)C)C)C 16-hydroxy-4,6,8,10,12,14-hexamethylheptadecyl nonyloxymethyl ether